1,2-dioleoyl-carbamoyl-3-dimethylaminopropane C(CCCCCCC\C=C/CCCCCCCC)(=O)C(C(CN(C)C)C(CCCCCCC\C=C/CCCCCCCC)=O)C(N)=O